N[C@@H]1C(N(C2=C(C(C1)(F)F)C=C(C(=C2)C=2OC(=NN2)C(C)(S(=O)(=O)C)C)F)CC2=CC=C(C=C2)N2N=CC(=C2)C(F)(F)F)=O (3S)-3-amino-5,5,7-trifluoro-8-[5-(1-methyl-1-methylsulfonyl-ethyl)-1,3,4-oxadiazol-2-yl]-1-[[4-[4-(trifluoromethyl)pyrazol-1-yl]phenyl]methyl]-3,4-dihydro-1-benzazepin-2-one